[C@H]12CN(C[C@H](CC1)N2)C=2C1=C(N=C(N2)\C=C\C23CCCN3CCC2)C(=C(N=C1)C1=CC(=CC2=CC=CC(=C12)Cl)O)F 4-(4-((1R,5S)-3,8-diazabicyclo[3.2.1]octan-3-yl)-8-fluoro-2-((E)-2-(tetrahydro-1H-pyrrolizin-7a(5H)-yl)vinyl)pyrido[4,3-d]pyrimidin-7-yl)-5-chloronaphthalen-2-ol